ClC=1C=C(COC=2C=C(C=CC2)C2=NC=C(C=N2)COC=2C=CC(=C(C(=O)O)C2)O)C=CC1 5-((2-(3-((3-Chlorobenzyl)oxy)phenyl)pyrimidin-5-yl)methoxy)-2-hydroxybenzoic acid